dimethyl 2-(5-((R)-3-(((tert-butyldiphenylsilyl)oxy)methyl)pyrrolidin-1-yl)-3-methyl-2-oxo-2,3-dihydro-1H-benzo[d]imidazol-1-yl)pentanedioate [Si](C1=CC=CC=C1)(C1=CC=CC=C1)(C(C)(C)C)OC[C@H]1CN(CC1)C1=CC2=C(N(C(N2C)=O)C(C(=O)OC)CCC(=O)OC)C=C1